(2-i-propoxy-5-nitrobenzylidene)ruthenium(II) dichloride C(C)(C)OC1=C(C=[Ru-2](Cl)Cl)C=C(C=C1)[N+](=O)[O-]